C(C)OC=1C=C(C=CC1C=1NC(C2=C(N1)NN=N2)=O)C2=CC(=C(C=C2)O)O 5-(3-ethoxy-3',4'-dihydroxy-[1,1'-biphenyl]-4-yl)-3,6-dihydro-7H-[1,2,3]triazolo[4,5-d]pyrimidin-7-one